tert-butyl (R)-((3-bromo-2,6-difluoro-4-((1-(1-phenylethyl)-piperidin-4-yl)oxy)phenyl)sulfonyl)(thiazol-4-yl)carbamate BrC=1C(=C(C(=CC1OC1CCN(CC1)[C@H](C)C1=CC=CC=C1)F)S(=O)(=O)N(C(OC(C)(C)C)=O)C=1N=CSC1)F